((2,6-dimethylpyrimidin-4-yl)amino)-N-ethoxy-4-((4-ethyl-2-(N-methylmethylsulfonamido)phenyl)amino)nicotinamide CC1=NC(=CC(=N1)NC1=C(C(=O)NOCC)C(=CC=N1)NC1=C(C=C(C=C1)CC)N(S(=O)(=O)C)C)C